S(=O)(=O)(ON1[C@@H]2CC[C@H](N(C1=O)C2)C(NS(=O)(=O)C2=NC=CC=C2)=N)O (2S,5R)-7-oxo-2-(N-(pyridin-2-ylsulfonyl) carbamimidoyl)-1,6-diazabicyclo[3.2.1]octan-6-yl hydrogen sulfate